2-pyridinyl-3,6,7,10,11-penta(n-hexyloxy)benzophenanthrene N1=C(C=CC=C1)C=1C=C2C=3C=C(C(=CC3C3=C(C2=CC1OCCCCCC)C=C(C(=C3)OCCCCCC)OCCCCCC)OCCCCCC)OCCCCCC